ClC1=CC=C(C=C1)C1=C(CC(CC1)(C)OC)C=O 2-(4-chlorophenyl)-5-methoxy-5-methylcyclohex-1-ene-1-carbaldehyde